(R)-6-bromo-2-(ethylthio)-N-(1-(2-methyl-3-(trifluoromethyl)phenyl)-ethyl)pyrido[3,4-d]pyrimidin-4-amine BrC1=CC2=C(N=C(N=C2N[C@H](C)C2=C(C(=CC=C2)C(F)(F)F)C)SCC)C=N1